C1OC(OCC12COC(OC2)=O)=O 2,4,8,10-tetraoxaspiro[5.5]undecane-3,9-dione